FC(C=1C(=NC=C(C1)C1=NC(=NC=C1)C)OC[C@@](CC(C)C)(N)C)F (R)-1-((3-(difluoromethyl)-5-(2-methylpyrimidin-4-yl)pyridin-2-yl)oxy)-2,4-dimethylpentan-2-amine